{2-[2,6-bis(propan-2-yloxy)phenyl]phenyl}dicyclohexylphosphane CC(C)OC1=C(C(=CC=C1)OC(C)C)C1=C(C=CC=C1)P(C1CCCCC1)C1CCCCC1